4-[1-[5-(2,4-ditert-butoxypyrimidin-5-yl)-1-methyl-pyrazolo[3,4-c]pyridazin-3-yl]oxyethyl]-2-methyl-thiazole C(C)(C)(C)OC1=NC=C(C(=N1)OC(C)(C)C)C=1C=C2C(=NN1)N(N=C2OC(C)C=2N=C(SC2)C)C